ClC1=CC=C2C(=NC(N(C2=C1)C1=CC=CC=C1)=O)N(C)C 7-chloro-4-(dimethylamino)-1-phenyl-quinazolin-2(1H)-one